S(C)(=O)(=O)O.S(C)(=O)(=O)O.NC1=C(N2N(CCC2)C1=O)N 2,3-diamino-6,7-dihydropyrazolo[1,2-a]pyrazol-1(5H)-one dimesylate